(2R,3R,4S,5R,6R)-2-(Acetoxymethyl)-6-bromo-4-(4-(3,4,5-trifluorophenyl)-1H-1,2,3-triazol-1-yl)tetrahydro-2H-pyran-3,5-diyl diacetate C(C)(=O)O[C@H]1[C@H](O[C@@H]([C@@H]([C@H]1N1N=NC(=C1)C1=CC(=C(C(=C1)F)F)F)OC(C)=O)Br)COC(C)=O